[N+](=O)([O-])C=1C=C2C(=NC1)CCCCC2 3-nitro-6,7,8,9-tetrahydro-5H-cyclohepta[b]pyridine